2-[(3R)-4-[1-[4-(hydroxymethyl)cyclohexyl]-4-piperidyl]-3-methyl-4,8,10,11-tetrazatricyclo[7.4.0.02,7]trideca-1(9),2(7),10,12-tetraen-12-yl]phenol OCC1CCC(CC1)N1CCC(CC1)N1[C@@H](C=2C=3C=C(N=NC3NC2CC1)C1=C(C=CC=C1)O)C